anti-3-[3-[(dimethylamino)methyl]-1-[3-(5-fluoropyridin-3-yl)propyl]-4-hydroxypiperidin-4-yl]benzamide Calcium glycerat C(C(O)CO)(=O)[O-].[Ca+2].CN(C)CC1CN(CCC1(O)C=1C=C(C(=O)N)C=CC1)CCCC=1C=NC=C(C1)F.C(C(O)CO)(=O)[O-]